[6-(3-cyclopropyl-1,2,4-triazol-1-yl)-2-azaspiro[3.3]heptan-2-yl]-[2-[[5-(trifluoromethyl)-3-pyridyl]sulfonyl]-2,6-diazaspiro[3.3]heptan-6-yl]methanone C1(CC1)C1=NN(C=N1)C1CC2(CN(C2)C(=O)N2CC3(CN(C3)S(=O)(=O)C=3C=NC=C(C3)C(F)(F)F)C2)C1